3-(4-((2-methoxyethoxy)methyl)-1H-pyrazol-1-yl)pyrazolo[1,5-a]pyrimidine COCCOCC=1C=NN(C1)C=1C=NN2C1N=CC=C2